ClC1=NC(=C(C2=C1C=NN2CC2=CC=C(C=C2)OC)C(=O)N)Cl 4,6-dichloro-1-[(4-methoxyphenyl)methyl]-1H-pyrazolo[4,3-c]pyridine-7-carboxamide